C(=CC)C=1NC=CC1 propenyl-pyrrole